C(C)C=1C=NN2C1N=C(C=C2NCC=2C=CC(=NC2)OCC(=O)OC(C)(C)C)N2[C@@H](CCCC2)CCO tert-butyl 2-[[5-[[[3-ethyl-5-[(2S)-2-(2-hydroxy ethyl)-1-piperidyl]pyrazolo[1,5-a]pyrimidin-7-yl]amino]methyl]-2-pyridyl]oxy]acetate